2-chloro-butyric acid vinylester C(=C)OC(C(CC)Cl)=O